FC(C1=CC=C(C=C1)S(=O)(=O)Cl)(F)F 4-(trifluoromethyl)phenylsulfonyl chloride